N-(4-amino-1H-pyrazolo[4,3-c]pyridin-7-yl)-N'-benzyl-N'-[(4-chloro-2-methyl-phenyl)methyl]oxamide NC1=NC=C(C2=C1C=NN2)NC(=O)C(=O)N(CC2=C(C=C(C=C2)Cl)C)CC2=CC=CC=C2